S(=O)(=O)([O-])CC esylate